5-(2-chloro-5-fluoropyrimidin-4-yl)-2,4-dimethylthiazole ClC1=NC=C(C(=N1)C1=C(N=C(S1)C)C)F